CNC(=O)C=1C=CC(=C2C=CC=NC12)NC1CCN(CC1)CC(N1[C@@H](C[C@@H](C1)F)C#N)=O N-methyl-5-[[1-[2-oxo-2-[(2S,4S)-2-cyano-4-fluoro-pyrrolidin-1-yl]ethyl]-4-piperidyl]amino]quinoline-8-carboxamide